3-(3-(benzo[b]thiophen-2-yl)acryloyl)-4-isopropyloxazolidin-2-one S1C2=C(C=C1C=CC(=O)N1C(OCC1C(C)C)=O)C=CC=C2